N-(4-chloro-3-(trifluoromethyl)benzyl)-1-(((3S)-1-((3-cyano-1-azetidinyl)sulfonyl)-3-piperidinyl)carbonyl)-D-prolinamide ClC1=C(C=C(CNC([C@@H]2N(CCC2)C(=O)[C@@H]2CN(CCC2)S(=O)(=O)N2CC(C2)C#N)=O)C=C1)C(F)(F)F